NCCCCN(CCCCCCCC(=O)OCCCC(CCCCCC)CCCCCC)CCCCCCCC(=O)OCCCC(CCCCCC)CCCCCC 4-hexyldecyl 8-[4-aminobutyl-[8-(4-hexyldecoxy)-8-oxo-octyl]amino]octanoate